siladecane [SiH3]CCCCCCCCC